FC(C(=O)O)(F)F.CN[C@@H](/C=C/C(=O)OCC)C ethyl (R,E)-4-(methylamino)pent-2-enoate 2,2,2-trifluoroacetic acid salt